O=C1NC(CC[C@@H]1N1C(C2=CC=C(C=C2C1=O)N1CCC(CC1)N1CCN(CC1)C1=CC=C(C=C1)NC1=C2N=CN(C2=NC=N1)C1CC(C1)NC(CC1=CC=CC=C1)=O)=O)=O N-((1s,3s)-3-(6-((4-(4-(1-(2-(2,6-dioxopiperidin-3-yl)-1,3-dioxoisoindoline-5-yl)piperidin-4-yl)piperazin-1-yl)phenyl)amino)-9H-purin-9-yl)cyclobutyl)-2-phenylacetamide